C1(CC1)N1N=CC(=C1)C(=O)N1CCCC2=CC(=CC=C12)C1(CCC1)C(=O)NC1=CC=C(C=C1)F 1-[1-(1-cyclopropyl-1H-pyrazole-4-carbonyl)-1,2,3,4-tetrahydroquinolin-6-yl]-N-(4-fluorophenyl)cyclobutane-1-carboxamide